FC=1C(=NC=C(C1)F)COC1=CC(N(C(=C1)C)C1=CC(=NC=C1C)C(=O)OC)=O methyl 4-((3,5-difluoropyridin-2-yl) methoxy)-5',6-dimethyl-2-oxo-2H-[1,4'-bipyridine]-2'-carboxylate